C(C)(C)(C)OC(N(C)[C@H](C(=O)NC1=CC=C(C=C1)C1=CC(=C(C=C1)Cl)Cl)CCC)=O (S)-(1-((3',4'-dichloro-[1,1'-biphenyl]-4-yl)amino)-1-oxopent-2-yl)(methyl)carbamic acid tert-butyl ester